N-(5-(difluoromethyl)-2-((3-hydroxyazetidin-1-yl)methyl)phenyl)-3-(3-fluoro-4-methylphenyl)-3-(1,2,4-thiadiazol-5-yl)pyrrolidine-1-carboxamide FC(C=1C=CC(=C(C1)NC(=O)N1CC(CC1)(C1=NC=NS1)C1=CC(=C(C=C1)C)F)CN1CC(C1)O)F